C(=O)(OC(C)(C)C)N1C2CCC(C1)(CC2)CO 2-Boc-4-(hydroxymethyl)-2-azabicyclo[2.2.2]octane